tert-butyl (1-(5-(3-cyano-6-ethoxypyrazolo[1,5-a]pyridin-4-yl)pyridin-2-yl)-4-(pyrrolidin-1-ylmethyl)piperidin-4-yl)carbamate C(#N)C=1C=NN2C1C(=CC(=C2)OCC)C=2C=CC(=NC2)N2CCC(CC2)(CN2CCCC2)NC(OC(C)(C)C)=O